NC=1C=CC(=C(C(=O)OC)C1)C=1C=NN(C1)CC1CCC1 Methyl 5-amino-2-[1-(cyclobutyl-methyl)-1H-pyrazol-4-yl]benzoate